zinc (II) neodecanoate C(CCCCCC(C)(C)C)(=O)[O-].[Zn+2].C(CCCCCC(C)(C)C)(=O)[O-]